ClCC(C1=CC=CC=C1)(C)O chloromethyl-alpha-methylbenzyl alcohol